benzamide, bis-tosylate salt S(=O)(=O)(O)C1=CC=C(C)C=C1.S(=O)(=O)(O)C1=CC=C(C)C=C1.C(C1=CC=CC=C1)(=O)N